5'-(4-fluorophenyl)-1-((2-(trimethylsilyl)ethoxy)methyl)-1H,3'H-[2,4'-biimidazole]-4-carboxylic acid ethyl ester C(C)OC(=O)C=1N=C(N(C1)COCC[Si](C)(C)C)C=1NC=NC1C1=CC=C(C=C1)F